7-((4-piperazin-1-yl)butoxy)-quinolin-2-one dihydrochloride Cl.Cl.N1(CCNCC1)CCCCOC1=CC=C2C=CC(NC2=C1)=O